2-(4-Dihydroxyphosphanyloxy-1H-indol-3-yl)ethyl-trimethylazanium OP(OC1=C2C(=CNC2=CC=C1)CC[N+](C)(C)C)O